tert-Butyl (R)-3-(((6-(5-benzamidopentyl)benzo[d]oxazol-2-yl)amino)methyl)pyrrolidine-1-carboxylate C(C1=CC=CC=C1)(=O)NCCCCCC1=CC2=C(N=C(O2)NC[C@@H]2CN(CC2)C(=O)OC(C)(C)C)C=C1